2-chloro-3-fluoro-4-(trifluoromethyl)benzoic acid ClC1=C(C(=O)O)C=CC(=C1F)C(F)(F)F